C(C(C)C)C1=CC(=C(S1)S(=O)(=O)NC(OC)=O)C1=CC(=C(C=C1)CN1C(=NC=C1)C)C methyl ((5-isobutyl-3-(3-methyl-4-((2-methyl-1H-imidazol-1-yl)methyl)phenyl)thiophen-2-yl)sulfonyl)carbamate